O1CCN(CC1)CC1=CC(=NC(=C1)NC1=NC=CC=C1)N[C@@H]1CN(CCC1)C(C=C)=O (S)-1-(3-(4-(morpholinomethyl)-6-(pyridin-2-ylamino)pyridin-2-ylamino)piperidin-1-yl)prop-2-en-1-one